nonyl 8-((6-((6,6-bis(((Z)-non-2-en-1-yl)oxy)hexanoyl)oxy)hexyl)(2-hydroxyethyl)amino)octanoate C(\C=C/CCCCCC)OC(CCCCC(=O)OCCCCCCN(CCCCCCCC(=O)OCCCCCCCCC)CCO)OC\C=C/CCCCCC